HYDROXYACETON OCC(C)=O